BrC=1C=C2C(C=3C=C4C(CCC(C4=CC3C(C2=CC1)(C)C)(C)C)(C)C)(C)C 8-bromo-1,1,4,4,6,6,11,11-octamethyl-1,2,3,4,6,11-hexahydrotetracene